C(C)(C)(C)OC(=O)N1CCC(CC1)N1N=CC(=C1)NC(=O)C1=NOC(=C1)C1=NC=CC=C1 4-(4-(5-(pyridin-2-yl)isoxazole-3-carboxamido)-1H-pyrazol-1-yl)piperidine-1-carboxylic acid tert-butyl ester